3'-({2-butyl-1-[(1S)-1-(3,5-difluorophenyl)propyl]-6-hydroxy-4-oxo-1,4-dihydropyrimidin-5-yl}methyl)-4-fluoro-[1,1'-biphenyl]-2-carboxamide C(CCC)C=1N(C(=C(C(N1)=O)CC=1C=C(C=CC1)C=1C(=CC(=CC1)F)C(=O)N)O)[C@@H](CC)C1=CC(=CC(=C1)F)F